FC=1C=C2C(=NC1)C=CN2C[C@@H]2CC[C@H](CC2)C(=O)O trans-4-[(6-fluoropyrrolo[3,2-b]pyridin-1-yl)methyl]cyclohexanecarboxylic acid